COC1=C2C=C(NC2=CC=C1)C(=O)N[C@H](CC(C)C)C(NN(C(C(F)Cl)=O)CCC(=O)N)=O 4-methoxy-N-[(1R)-1-[[(3-amino-3-oxo-propyl)-(2-chloro-2-fluoroacetyl)amino]carbamoyl]-3-methyl-butyl]-1H-indole-2-carboxamide